(3-(1-acetyl-1,2,3,6-tetrahydropyridin-4-yl)-2-(4-(2,4-difluorophenoxy)piperidin-1-yl)-7,8-dihydropyrido[3,4-b]pyrazin-6(5H)-yl)ethan-1-one C(C)(=O)N1CCC(=CC1)C1=C(N=C2C(=N1)CN(CC2)C(C)=O)N2CCC(CC2)OC2=C(C=C(C=C2)F)F